(S)-5,5-difluoro-8-methyl-2,7-diazaspiro[3.5]nonane-2-carboxylate FC1(C2(CN(C2)C(=O)[O-])C[C@@H](NC1)C)F